trinormalbutyl trimellitate C(C=1C(C(=O)OCCCC)=CC(C(=O)OCCCC)=CC1)(=O)OCCCC